N5-(4-(2-methyl-2H-tetrazol-5-yl)phenethyl)-2-(furan-2-yl)-[1,2,4]triazolo[1,5-a][1,3,5]triazine-5,7-diamine benzenesulfonate C1(=CC=CC=C1)S(=O)(=O)O.CN1N=C(N=N1)C1=CC=C(CCNC2=NC=3N(C(=N2)N)N=C(N3)C=3OC=CC3)C=C1